(2S)-N-(4-(Azetidin-1-yl)-3,4-dioxo-1-((S)-2-oxopyrrolidin-3-yl)butan-2-yl)-2-((E)-3-(2,4-dichlorophenyl)acrylamido)-4,4-dimethylpentanamid N1(CCC1)C(C(C(C[C@H]1C(NCC1)=O)NC([C@H](CC(C)(C)C)NC(\C=C\C1=C(C=C(C=C1)Cl)Cl)=O)=O)=O)=O